FC(C(=O)O)(F)F.FC(N1C=2C=3C=NC=C(CCCCC(C(NC2C=N1)=O)C)C3)F 3-(difluoromethyl)-9-methyl-3,4,7,16-tetraazatricyclo[12.3.1.02,6]Octadecan-1(18),2(6),4,14,16-pentaen-8-one trifluoroacetate salt